Cl.NCC1(CCC(N1)=O)C 5-(aminomethyl)-5-methyl-pyrrolidin-2-one hydrochloride